ClC1=CC(=C(N)C(=C1)[N+](=O)[O-])C1CC1 4-chloro-2-cyclopropyl-6-nitroaniline